FC(C1=CC=CC=2N1N=C(C2)[C@@H]2N(CCC1=C2N=CN1)C(=O)C=1OC(=NN1)C=1C(=NN(C1)C)C)F (R)-(4-(7-(difluoromethyl)pyrazolo[1,5-a]pyridin-2-yl)-6,7-dihydro-1H-imidazo[4,5-c]pyridin-5(4H)-yl)(5-(1,3-dimethyl-1H-pyrazol-4-yl)-1,3,4-oxadiazol-2-yl)methanone